5-(3-Chloro-4-(9-(3-chlorobenzyl)-6-(1-methylcyclopropoxy)-9H-purin-8-yl)phenoxy)pentanoic acid ClC=1C=C(OCCCCC(=O)O)C=CC1C=1N(C2=NC=NC(=C2N1)OC1(CC1)C)CC1=CC(=CC=C1)Cl